O1CC(C1)C(C)=O 1-(oxetan-3-yl)ethan-1-one